NC1=NC(=C(C=C1C=1C=C2CCN=CC2=CC1F)C1=CC(=C(C=C1)OC)CN1CC(C1)OC)F 6-(2-amino-6-fluoro-5-(4-methoxy-3-((3-methoxyazetidin-1-yl)methyl)phenyl)pyridin-3-yl)-7-fluoro-3,4-dihydroisoquinolin